4-[2-(2,5-Diethoxyphenylamino)-1-hydroxyethyl]-1,3-dihydroimidazol-2-one C(C)OC1=C(C=C(C=C1)OCC)NCC(O)C=1NC(NC1)=O